5-(3-cyclopropyl-1H-pyrazol-4-yl)-1-isopropyl-1H-pyrazolo[4,3-b]pyridine C1(CC1)C1=NNC=C1C1=CC=C2C(=N1)C=NN2C(C)C